1-Ethyl-3-[3-(dimethylamino)propyl]carbodiimid C(C)N=C=NCCCN(C)C